FC=1C(=NC(=CC1)C(=O)OC)COC[C@H]1CN(CCN1)C(=O)OC(C)(C)C |r| (±)-tert-butyl 3-(((3-fluoro-6-(methoxycarbonyl)pyridin-2-yl)methoxy)methyl)piperazine-1-carboxylate